tert-butyl (3S,4S)-3-methyl-4-(piperazin-1-ylmethyl)piperidine-1-carboxylate C[C@@H]1CN(CC[C@@H]1CN1CCNCC1)C(=O)OC(C)(C)C